COC(=O)C1CN(CCC1NC1=NC2=CC(=NC=C2C=C1)Cl)C(=O)OCC1=CC=CC=C1 4-[(7-chloro-1,6-naphthyridin-2-yl)amino]piperidine-1,3-dicarboxylic acid 1-benzyl ester 3-methyl ester